CN1C=NC(=C1)COCC=O 2-((1-methyl-1H-imidazol-4-yl)methoxy)ethan-1-one